3-[3-methyl-2-oxo-5-(4-{2-[3-(piperazin-1-yl)propoxy]ethyl}phenyl)-1,3-benzodiazol-1-yl]piperidine-2,6-dione CN1C(N(C2=C1C=C(C=C2)C2=CC=C(C=C2)CCOCCCN2CCNCC2)C2C(NC(CC2)=O)=O)=O